(2S,3R)-2-amino-1-(6-azaspiro[2.5]octan-6-yl)-3-((tetrahydro-2H-pyran-4-yl)methoxy)butan-1-one N[C@H](C(=O)N1CCC2(CC2)CC1)[C@@H](C)OCC1CCOCC1